3-Cyano-2-isopropyl-N-(1-(2-(4-methylmorpholin-3-yl)pyridin-4-yl)-1H-indazol-6-yl)benzamide C(#N)C=1C(=C(C(=O)NC2=CC=C3C=NN(C3=C2)C2=CC(=NC=C2)C2N(CCOC2)C)C=CC1)C(C)C